5-bromo-2-(1-methylpyrrolidin-3-yl)benzo[d]oxazole BrC=1C=CC2=C(N=C(O2)C2CN(CC2)C)C1